(2-(1-methyl-1H-imidazol-5-yl)ethyl)carbamic acid CN1C=NC=C1CCNC(O)=O